N-(6,6-dimethyl-1,4-dioxaspiro[4.5]decan-8-ylidene)-2-methylpropane-2-sulfinamide CC1(C2(OCCO2)CCC(C1)=NS(=O)C(C)(C)C)C